(S)-2-(1-((5-Chloro-2-methylpyridin-4-yl)oxy)-8-((1,1,1-trifluoropropan-2-yl)oxy)isoquinolin-6-yl)-4-ethyl-5-(hydroxymethyl)-2,4-dihydro-3H-1,2,4-triazol-3-one ClC=1C(=CC(=NC1)C)OC1=NC=CC2=CC(=CC(=C12)O[C@H](C(F)(F)F)C)N1N=C(N(C1=O)CC)CO